C(C)(C)(C)OC(=O)N1CC2(C1)CN(C2)C2=NC=C(C=N2)C#C.S(=O)(=O)(O)C(=C(C(=O)N)C)CC(C)C sulfo(2-methylpropyl)methacrylamide tert-butyl-6-(5-ethynylpyrimidin-2-yl)-2,6-diazaspiro[3.3]heptane-2-carboxylate